FC1=CC=C(CN(S(=O)(=O)C2=CC=C(C=C2)NC(=O)NCC2=CC=NC=C2)CC2=C(C=CC=C2)C)C=C1 N-(4-fluorobenzyl)-N-(2-methylbenzyl)-4-(3-(pyridin-4-ylmethyl)ureido)benzenesulfonamide